OC(COCCNC(=O)C1=CC2=C(N(C(=N2)NC=2SC3=C(N2)C=CC(=C3)OC(F)(F)F)C)C=C1)C 1-Methyl-2-(6-trifluoromethoxy-benzothiazol-2-ylamino)-1H-benzoimidazole-5-carboxylic acid [2-(2-hydroxy-propoxy)-ethyl]-amide